2-((tert-butyldimethylsilyloxy)ethyl)-2H-indazole-3-carboxylic acid [Si](C)(C)(C(C)(C)C)OCCN1N=C2C=CC=CC2=C1C(=O)O